C1=CC=NC(=C1)CC(=O)NCC(=O)O Pyridylacetylglycine